C1(=CC=CC=C1)CCC[Si](OCC)(OCC)OCC gamma-phenylpropyl-triethoxysilane